ClC=1C=C(C=2N(N1)C=CN2)[C@@H]2[C@H](C2)C(C)(C)O 2-((1S,2S)-2-(6-chloroimidazo[1,2-b]pyridazin-8-yl)cyclopropyl)propan-2-ol